C(C)C=1C(=CC=C2C=C(C=C(C12)C1=C(C=2N=C(N=C(C2C=N1)N1C[C@@](CCC1)(O)C)OCC12CN(CCC2C1)C)F)OCOC)F (3R)-1-[7-[8-ethyl-7-fluoro-3-(methoxymethoxy)-1-naphthyl]-8-fluoro-2-[(3-methyl-3-azabicyclo[4.1.0]heptan-1-yl)methoxy]pyrido[4,3-d]pyrimidin-4-yl]-3-methyl-piperidin-3-ol